CN1C(=C(C2=C1N=CN=C2N)C2=CC=C(C=C2)OC2=NC(=CC=C2)C)C2CN[C@H](C2)C 7-Methyl-5-(4-((6-methylpyridin-2-yl)oxy)phenyl)-6-((5S)-5-methylpyrrolidin-3-yl)-7H-pyrrolo[2,3-d]pyrimidin-4-amine